acrylic acid cyclohexanoate C1(CCCCC1)C(=O)O.C(C=C)(=O)O